5-chloro-N-(5-methoxy-2-(4-(4-(4-hydroxyphenyl)thiazol-2-yl)piperazine-1-carbonyl)phenyl)thiophene-2-sulfonamide ClC1=CC=C(S1)S(=O)(=O)NC1=C(C=CC(=C1)OC)C(=O)N1CCN(CC1)C=1SC=C(N1)C1=CC=C(C=C1)O